[C@@H]12COC[C@H]([C@H]2C1)CN [(1R,5R,6S)-3-oxabicyclo[4.1.0]heptan-5-yl]methanamine